N-ethyl-aminoglucose C(C)NC(=O)[C@H](O)[C@@H](O)[C@H](O)[C@H](O)CO